O=C1N(CCC(N1)=O)N1C(C2=CC=C(C=C2C1=O)CN1CCC(=CC1)C=1C2=C(N=CN1)SC=C2C2=CC=CC=C2)=O 2-(2,4-Dioxotetrahydropyrimidin-1(2H)-yl)-5-((4-(5-phenylthieno[2,3-d]pyrimidin-4-yl)-3,6-dihydropyridin-1(2H)-yl)methyl)isoindoline-1,3-dione